(2S,5R)-6-(benzyloxy)-N-((5-methoxypyridin-2-yl)sulfonyl)-7-oxo-1,6-diazabicyclo[3.2.1]octane-2-carboximidamide C(C1=CC=CC=C1)ON1[C@@H]2CC[C@H](N(C1=O)C2)C(NS(=O)(=O)C2=NC=C(C=C2)OC)=N